C(C)OC(\C(=N/N1C(CCC1=O)C1=CC(=CC(=C1)F)F)\N)=O.C1(=CC=CC=C1)SCCC[Si](OC)(OC)OC 3-(phenyl-mercapto)propyl-trimethoxysilane ethyl-(E)-2-amino-2-((2-(3,5-difluorophenyl)-5-oxopyrrolidin-1-yl)imino)acetate